ethanenon C(=C)=O